ClC=1C(=NC=C(C1)Cl)OC1CCC2(C(NC3=CC=C(C=C23)C(=O)NCC)=O)CC1 cis-4-[(3,5-dichloro-2-pyridyl)oxy]-N-ethyl-2'-oxo-spiro[cyclohexane-1,3'-indoline]-5'-carboxamide